(2Z)-2-[(2,6-dichloro-5-fluoropyridin-3-yl)carbonyl]-3-ethoxyacrylic acid ethyl ester C(C)OC(\C(=C/OCC)\C(=O)C=1C(=NC(=C(C1)F)Cl)Cl)=O